N1(CCCCCCC1)CC1=CC(=C(CSC2=C3CN(C(C3=CC=C2)=O)C2C(NC(CC2)=O)=O)C=C1)F 3-(4-((4-(azacyclooctan-1-ylmethyl)-2-fluorobenzyl)thio)-1-oxoisoindolin-2-yl)piperidine-2,6-dione